CC=1C(=C2C=CNC2=C(C1)C)CN1[C@@]2(C[C@H](C[C@H]1CC2)OCC)C2=CC=C(C(=O)O)C=C2 4-((1S,3S,5R)-8-((5,7-dimethyl-1H-indol-4-yl)methyl)-3-ethoxy-8-azabicyclo[3.2.1]oct-1-yl)benzoic acid